N(=[N+]=[N-])CC12CC3CC(CC(C1)C3)C2 1-(azidomethyl)tricyclo[3.3.1.13,7]decane